C(CCCCCCCCCCC)(=O)C1=CC=CO1 5-dodecanoylfuran